[Cl-].C[N+](CCCCCCCC\C=C/CCCCCCCC)(CCO)CCO methylbis(2-hydroxyethyl)oleylammonium chloride